cinnamoyl-thiophene-2-carboxamide C(C=CC1=CC=CC=C1)(=O)C1=C(SC=C1)C(=O)N